FC1=C(C=CC(=C1F)N1CCNCC1)NN1C(CCCC1=O)=O ((2,3-difluoro-4-(piperazin-1-yl)phenyl)amino)piperidine-2,6-dione